2-(2-prop-2-enoxycarbonyloxyethoxy)ethyl prop-2-enyl carbonate C(OCCOCCOC(=O)OCC=C)(OCC=C)=O